benzo[d][1,2,3]thiadiazol S1N=NC2=C1C=CC=C2